N-(3-chloro-5-(methylsulfonyl)phenyl)-1-(5-(methylsulfanyl)pyridin-2-yl)-1H-pyrazole-4-carboxamide ClC=1C=C(C=C(C1)S(=O)(=O)C)NC(=O)C=1C=NN(C1)C1=NC=C(C=C1)SC